CN1N=NC=2C1=NC=C(C2C)[C@H](C(C(=O)OC)(C)C)C=2C=C(C1=C(C=CS1)C2)CO Methyl (3R)-3-(3,7-dimethyl-3H-[1,2,3]triazolo[4,5-b]pyridin-6-yl)-3-[7-(hydroxymethyl)-1-benzothiophen-5-yl]-2,2-dimethylpropanoate